N-[4-amino-1-(2-trimethylsilylethoxymethyl)pyrazolo[4,3-c]pyridin-7-yl]-2-oxo-2-[rac-(2R,5S)-2-[1-[2-(dimethylamino)ethyl]pyrazol-3-yl]-5-methyl-1-piperidyl]acetamide NC1=NC=C(C2=C1C=NN2COCC[Si](C)(C)C)NC(C(N2[C@H](CC[C@@H](C2)C)C2=NN(C=C2)CCN(C)C)=O)=O |r|